C1=C(C=CC=2C3=CC=CC=C3C=CC12)OB(O)O phenanthrene-2-yl-boric acid